C[NH+]1CC(C1)NC(=O)C=1C=C(C=CC1)[C@@H](CCN1CCC(CC1)CC(=O)OC)NC(=O)C=1SC2=NC=3CC[C@@H](CC3C=C2N1)C(C)(C)C methyl 2-[1-[(3R)-3-[3-[(1-methylazetidin-1-ium-3-yl)carbamoyl]phenyl]-3-[[(7S)-7-tert-butyl-5,6,7,8-tetrahydrothiazolo[5,4-b]quinoline-2-carbonyl]amino]propyl]-4-piperidyl]acetate